15-methyl-1-oxa-4,6-diazacyclopentadecane-2,7-dione CC1CCCCCCCC(NCNCC(O1)=O)=O